N-[2,2-diethyl-3-oxo-3-(pyrrolidin-1-yl)propyl]-4H,5H,6H,7H,8H,9H-cycloocta[b]thiophene-2-carboxamide C(C)C(CNC(=O)C1=CC2=C(S1)CCCCCC2)(C(N2CCCC2)=O)CC